(S)-3-isopropyl-N-(3-(1-((1-methyl-1H-pyrazolo[3,4-b]pyrazin-6-yl)amino)ethyl)phenyl)isoxazole-5-carboxamide C(C)(C)C1=NOC(=C1)C(=O)NC1=CC(=CC=C1)[C@H](C)NC1=CN=C2C(=N1)N(N=C2)C